OC1=CC=C(C=C1)C(C=CC=1C=C(C(=O)O)C=CC1)=O 3-[3-(4-Hydroxyphenyl)-3-oxoprop-1-enyl]benzoic acid